ClC=1C(=C(C=C(C1)F)[C@H](C)N(C([C@H](C)O)=O)C)CO (S)-N-((S)-1-(3-chloro-5-fluoro-2-(hydroxymethyl)phenyl)ethyl)-2-hydroxy-N-methylpropanamide